COC1=C(C=CC(=C1)OC)C1CC=2C(=C3C=CC(OC3=CC2)(C)C)OC1 3-(2,4-dimethoxyphenyl)-8,8-dimethyl-3,4-dihydro-2H,8H-pyrano[2,3-f]chromene